methyl 4-bromo-2-(2,2-dimethoxyethoxy)-6-fluorobenzoate BrC1=CC(=C(C(=O)OC)C(=C1)F)OCC(OC)OC